N4-(1-(methylsulfonyl)-1,2,3,4-tetrahydroquinolin-8-yl)pyrimidine-2,4-diamine CS(=O)(=O)N1CCCC2=CC=CC(=C12)NC1=NC(=NC=C1)N